FC1=C(CN2CCOCC2)C(=CC(=C1)C1=C2N=C(C=NC2=CC=C1)C=1C=NN(C1)C1CCNCC1)F 4-(2,6-difluoro-4-(3-(1-(piperidin-4-yl)-1H-pyrazol-4-yl)quinoxalin-5-yl)benzyl)morpholine